C(P([O-])(=O)C)P([O-])(=O)C.[Zn+2] zinc methylenebis(methylphosphinate)